(8S,11S,15R)-15-ethoxy-22-fluoro-13,18-dimethyl-7-oxa-5,10,13,17,19-pentazapentacyclo[15.6.1.12,6.18,11.020,24]hexacosa-1(23),2(26),3,5,18,20(24),21-heptaen-12-one C(C)O[C@H]1CN(C([C@H]2NC[C@@H](OC3=NC=CC(C4=CC(=CC=5N=C(N(C1)C45)C)F)=C3)C2)=O)C